4-Allylpyridine C(C=C)C1=CC=NC=C1